methyl 4-(benzyloxy)-2-fluoro-3-formylbenzoate C(C1=CC=CC=C1)OC1=C(C(=C(C(=O)OC)C=C1)F)C=O